ClC1=CC=C(C(=N1)C(=O)O)N[C@H](C)C1=C2N=C(C(=NC2=CC(=C1)C)C#N)N1CCN(CC1)C1=C(C=CC=C1)F (R)-6-chloro-3-((1-(2-cyano-3-(4-(2-fluorophenyl)piperazin-1-yl)-7-methylquinoxalin-5-yl)ethyl)amino)picolinic acid